N1=C(N=CC=C1)C(=O)N pyrimidine-yl-carboxamide